1,3,5-trisethynylbenzene C(#C)C1=CC(=CC(=C1)C#C)C#C